CC=1N=NN=NC1 5-methyl-tetrazine